1-(tert-butoxycarbonyl)-4-fluoro-4-methylpyrrolidine-2-carboxylic acid C(C)(C)(C)OC(=O)N1C(CC(C1)(C)F)C(=O)O